CCCCCC(=O)OC[C@H](COP(=O)([O-])OCC[N+](C)(C)C)OC(=O)CCCCC The molecule is a phosphatidylcholine 12:0 in which both acyl groups are specified as hexanoyl. It has a role as a surfactant. It derives from a hexanoic acid.